C1(=CC=CC=2SC3=C(C21)C=CC=C3)N(C=3C2(C1=CC4=CC=CC=C4C1=CC3)C=CC=C3C1=CC=CC=C1C=C32)C=3C2(C1=CC4=CC=CC=C4C1=CC3)C=CC=C3C1=CC=CC=C1C=C32 (dibenzothiophenyl)bis(spirobifluorenyl)amine